4-butyl-7-hydroxy-8-(1,2,3,4-tetrahydroquinolin-1-carbonyl)-2H-chromen-2-one C(CCC)C1=CC(OC2=C(C(=CC=C12)O)C(=O)N1CCCC2=CC=CC=C12)=O